(S)-N-(2-(1-Cyclopropyl-2-hydroxy-2-methylpropyl)-3-oxoisoindolin-4-yl)-5-methyl-2,3-dihydrofuro[2,3-b]pyridine-4-carboxamide C1(CC1)[C@@H](C(C)(C)O)N1CC2=CC=CC(=C2C1=O)NC(=O)C=1C2=C(N=CC1C)OCC2